F[C@H]1[C@H]([C@@H](O[C@@H]1COC(C1=CC=CC=C1)(C1=CC=CC=C1)C1=CC=CC=C1)N1C2=NC=NC(=C2N=C1)NC(C1=CC=CC=C1)(C1=CC=CC=C1)C1=CC=CC=C1)OC(C1=CC=CC=C1)(C1=CC=CC=C1)C1=CC=CC=C1 9-((2R,3S,4R,5R)-4-fluoro-3-(trityloxy)-5-((trityloxy)methyl)tetrahydrofuran-2-yl)-N-trityl-9H-purin-6-amine